C1(CC1)C1=NC=NC(=C1C=1N=CC2=C(N1)C(=CN2)CC2=CC(=C(C(=C2)F)N2N=C(C=C2C)C(F)(F)F)F)OC 2-(4-cyclopropyl-6-methoxy-pyrimidin-5-yl)-7-[[3,5-difluoro-4-[5-methyl-3-(trifluoromethyl)pyrazol-1-yl]phenyl]methyl]-5H-pyrrolo[3,2-d]pyrimidine